Cl.FC1=CC=C2C(=CN=CC2=C1)C(C)OC=1C=2N(C=C(C1)C=1N=NN(C1C)C1CCNCC1)N=CC2C#N 4-[1-(7-Fluoro-4-isoquinolyl)ethoxy]-6-[5-methyl-1-(4-piperidyl)triazol-4-yl]pyrazolo[1,5-a]pyridine-3-carbonitrile HCl